C(C)(C)(C)OC(=O)C=1C(=NOC1C1=NC(=C(C=C1)Br)C)C 5-(5-bromo-6-methylpyridin-2-yl)-3-methylisoxazole-4-carboxylic acid tert-butyl ester